N1C2(CC3=CC=CC=C13)OC1=C(C=C2)C=CC=C1 spiro[2H-1-benzopyran-2,2'-indoline]